N4-[2-(dimethylphosphoryl)phenyl]-N2-[(3S)-piperidin-3-yl]-5-(trifluoromethyl)pyrimidin-2,4-diamine CP(=O)(C)C1=C(C=CC=C1)NC1=NC(=NC=C1C(F)(F)F)N[C@@H]1CNCCC1